FC(CN1N=CC=2C1=NC(=CN2)N2CCC1(CCN(C1=O)CC1=CC(=CC(=C1)F)F)CC2)F 8-[1-(2,2-difluoroethyl)-1H-pyrazolo[3,4-b]pyrazin-6-yl]-2-[(3,5-difluorophenyl)methyl]-2,8-diazaspiro[4.5]decan-1-one